4-(naphthalen-2-yl)benzene-2,3,5,6-d4-ol-d C1=C(C=CC2=CC=CC=C12)C1=C(C(=C(C(=C1[2H])[2H])O[2H])[2H])[2H]